2-(4-{6-amino-5-[1-(2,6-dichloro-3-fluoro-phenyl)-ethoxy]-pyridin-3-yl}-phenoxy)-1-((R)-2-pyrrolidin-1-ylmethyl-pyrrolidin-1-yl)-ethanone NC1=C(C=C(C=N1)C1=CC=C(OCC(=O)N2[C@H](CCC2)CN2CCCC2)C=C1)OC(C)C1=C(C(=CC=C1Cl)F)Cl